N-methylmorpholine silicon [Si].CN1CCOCC1